2-(4-chlorophenyl)-5-methyloxazol ClC1=CC=C(C=C1)C=1OC(=CN1)C